Tetrachlorodibenzop-dioxin ClC1=C(C(=C(C2=C1OC1=C(O2)C=CC=C1)Cl)Cl)Cl